Calpha-propyneamide C(C#C)(=O)N